ClC=1C=C(C=CC1F)N1CCN(CC1)CC=1C=C(C=CC1C(F)(F)F)N1CCN(CCC1)C 1-(3-((4-(3-chloro-4-fluorophenyl)piperazin-1-yl)methyl)-4-(trifluoromethyl)phenyl)-4-methyl-1,4-diazepan